deoxygalactosamine C1[C@@H]([C@H]([C@H]([C@H](O1)CO)O)O)N